2-(1-(4-(2,6-bis(benzyloxy)pyridin-3-yl)-5-fluoro-2,3-dihydrobenzofuran-7-yl)azetidin-3-yl)-N-(4-chloro-2-fluorophenyl)acetamide C(C1=CC=CC=C1)OC1=NC(=CC=C1C1=C(C=C(C2=C1CCO2)N2CC(C2)CC(=O)NC2=C(C=C(C=C2)Cl)F)F)OCC2=CC=CC=C2